NC1=NC=NN2C1=C(C=C2C2=CN=C(S2)C)C2=CC(=C(C=C2)CC(=O)OC(C)(C)C)OC tert-Butyl 2-(4-(4-amino-7-(2-methylthiazol-5-yl)pyrrolo[2,1-F][1,2,4]triazin-5-yl)-2-methoxyphenyl)acetate